(6aR)-8-acryloyl-4-chloro-1-(4-(3,3-difluoroazetidin-1-yl)-2,2-dimethylpyrrolidin-1-yl)-3-(2-fluorophenyl)-6,6a,7,8,9,10-hexahydro-12H-pyrazino[2,1-c]pyrido[3,4-f][1,4]oxazepin-12-one C(C=C)(=O)N1C[C@@H]2COC3=C(C(N2CC1)=O)C(=NC(=C3Cl)C3=C(C=CC=C3)F)N3C(CC(C3)N3CC(C3)(F)F)(C)C